N-(5-(5-fluoro-2-methylpyridin-4-yl)pyrazolo[1,5-c]pyrimidin-2-yl)cyclopropanecarboxamide FC=1C(=CC(=NC1)C)C1=CC=2N(C=N1)N=C(C2)NC(=O)C2CC2